ClC1=CC=C(C=C1)CCCN[C@@H]1C=C([C@@H]([C@@H]([C@H]1O)O)O)COC(F)F (1S,2S,3S,6R)-6-((3-(4-chlorophenyl)propyl)amino)-4-((difluoromethoxy)methyl)cyclohex-4-ene-1,2,3-triol